lithium 2-{[(2S,5R)-2-carbamoyl-3-methyl-7-oxo-1,6-diazabicyclo[3.2.1]oct-3-en-6-yl] oxy}-2-fluoropropionate C(N)(=O)[C@H]1N2C(N([C@H](C=C1C)C2)OC(C(=O)[O-])(C)F)=O.[Li+]